(hydroxymethyl)quinazolin-4(3H)-one OCC1=NC2=CC=CC=C2C(N1)=O